1-isopropyl-N-((6-methyl-2-oxo-4-propyl-1,2-dihydropyridin-3-yl)methyl)-1H-indazole-4-carboxamide C(C)(C)N1N=CC=2C(=CC=CC12)C(=O)NCC=1C(NC(=CC1CCC)C)=O